BrC=1C=NC=C(C1C(C)=O)Br 1-(3,5-dibromopyridin-4-yl)ethan-1-one